5-[3-(benzyloxy)-4-bromo-1-(2-fluorophenyl)-1H-pyrazol-5-yl]-2-fluoropyridine C(C1=CC=CC=C1)OC1=NN(C(=C1Br)C=1C=CC(=NC1)F)C1=C(C=CC=C1)F